N[C@@H]([C@@H](C(=O)N1[C@@H](CCC1)C(=O)OC)O)C=1OC=CC1 Methyl ((2S,3S)-3-amino-3-(furan-2-yl)-2-hydroxypropanoyl)-L-prolinate